NCCCCCCCCC(=O)OC(C)(C)C tert-butyl 9-aminononanoate